ethyl 2-(4-cyclopropylphenyl)-2-oxoacetate C1(CC1)C1=CC=C(C=C1)C(C(=O)OCC)=O